FC=1C=C(C=NC1)[C@@H]1CC=NN1C(=O)N1CCN(CC1)C1=CC(=NC=N1)N1N=C(C(=C1C)C#N)C (S)-1-(6-(4-(5-(5-fluoropyridin-3-yl)-4,5-dihydro-1H-pyrazole-1-carbonyl)piperazin-1-yl)pyrimidin-4-yl)-3,5-dimethyl-1H-pyrazole-4-carbonitrile